C(C)(=O)N1CCN(CC1)C1=CC=C(C=C1)C=1OC2=C(C=C(C=C2C(C1C)=O)C)C(C)NC1=C(C(=O)OC(C)(C)C)C=CC=C1 tert-butyl 2-[1-[2-[4-(4-acetylpiperazin-1-yl) phenyl]-3,6-dimethyl-4-oxo-chromen-8-yl]ethylamino]benzoate